ClCC(CC(COC(C=1C(C(=O)O)=CC=CC1)=O)OC(C(=C)C)=O)O phthalic acid-3-chloro-2-hydroxypropyl-2-methacryloyloxyethyl ester